Cl.NC(C(=O)N1CCN(CC1)C(=O)NC1=NC(N(C=C1)C1=CC=C(C=C1)CC(C)N(C)C1CCC(CC1)CN)=O)(C)C 4-(2-Amino-2-methylpropanoyl)-N-(1-(4-(2-((4-(aminomethyl)cyclohexyl)(methyl)amino)propyl)phenyl)-2-oxo-1,2-dihydropyrimidin-4-yl)piperazine-1-carboxamide hydrochloride salt